N4-[2-(dimethylphosphoryl)phenyl]-N2-(piperidin-3-yl)-5-(trifluoromethyl)pyrimidin-2,4-diamine CP(=O)(C)C1=C(C=CC=C1)NC1=NC(=NC=C1C(F)(F)F)NC1CNCCC1